1-azido-lactose N(=[N+]=[N-])C1(O)[C@H](O)[C@@H](O)[C@H](O[C@H]2[C@H](O)[C@@H](O)[C@@H](O)[C@H](O2)CO)[C@H](O1)CO